(1R)-1-[2-[[5-[(4-ethylpiperazin-1-yl)methyl]pyridin-2-yl]amino]-8-piperidin-1-ylpyridino[3,4-d]pyrimidin-6-yl]ethanol C(C)N1CCN(CC1)CC=1C=CC(=NC1)NC=1N=CC2=C(N1)C(=NC(=C2)[C@@H](C)O)N2CCCCC2